C1N=CCC2=CC=NC=C12 1,4-dihydro-2,7-naphthyridin